CC1(CC(C23C(=N1)CC1(C2(C(=NC(C1)(C)C)C)O3)C)(O)C)C 2,2,4,5,7,7,8a-heptamethyl-4-hydroxy-4a,4b-epoxy-2,3,4,7,8,8a,9-heptahydro-cyclopenta[1,2-b:3,4-c']Bis-pyridine